2-(2-(9-((R)-1-(2,6-dichloro-3-cyclopropylphenyl)ethyl)-9H-purin-2-yl)phenyl)propanoic acid ClC1=C(C(=CC=C1C1CC1)Cl)[C@@H](C)N1C2=NC(=NC=C2N=C1)C1=C(C=CC=C1)C(C(=O)O)C